methyl trans-4-[(2-nitroanilino)methyl]cyclohexanecarboxylate [N+](=O)([O-])C1=C(NC[C@@H]2CC[C@H](CC2)C(=O)OC)C=CC=C1